1,5-dichloro-9,10-dihydro-9,10-ethano-anthracene-11,12-dione ClC1=CC=CC=2C3C4=C(C=CC=C4C(C12)C(C3=O)=O)Cl